C(#C)C1=C2CCCC2=CC=C1 4-ethynylindane